FC1=C2C(CCOC2=CC(=C1)F)O 5,7-difluorochroman-4-ol